ethyl (E)-3-(3-bromo-5-chloro-1-methyl-pyrazol-4-yl)prop-2-enoate BrC1=NN(C(=C1/C=C/C(=O)OCC)Cl)C